3,4-bis[[tert-butyl(dimethyl)silyl]oxymethyl]-6-chloro-5-fluoro-2H-2,7-naphthyridin-1-one [Si](C)(C)(C(C)(C)C)OCC=1NC(C2=CN=C(C(=C2C1CO[Si](C)(C)C(C)(C)C)F)Cl)=O